C(C)(C)(C)C1=C(C=C(C(=C1)O)C)CCC(=O)OCCOCCOCCOC(CCC1=C(C=C(C(=C1)C)O)C(C)(C)C)=O triethylene glycol bis(3-(tert-butyl-4-hydroxy-5-methylphenyl) propionate)